[Na].C(CCC)OCCCC butyl ether sodium salt